N-(1-((1R,2S)-1-hydroxy-2-((S)-5H-imidazo[5,1-a]isoindol-5-yl)-7-azaspiro[3.5]nonan-7-yl)-1-oxopropan-2-yl)formamide O[C@@H]1[C@@H](CC12CCN(CC2)C(C(C)NC=O)=O)[C@@H]2N1C(C3=CC=CC=C23)=CN=C1